FC1=C(C=CC(=C1)F)C1=C2C(=NC=C1)OC(CC2)(C)CO 5-(2,4-difluorophenyl)-2-(hydroxymethyl)-2-methyl-3,4-dihydro-2H-pyrano[2,3-b]Pyridine